(1H-indol-2-yl)-1-(3,4,5-trimethoxyphenyl)pyrrolo[1,2-a]pyrazine N1C(=CC2=CC=CC=C12)C=1N=C(C=2N(C1)C=CC2)C2=CC(=C(C(=C2)OC)OC)OC